(±)-6-(Trifluoromethoxy)-2-(trifluoromethyl)-2H-chromen FC(OC=1C=C2C=C[C@@H](OC2=CC1)C(F)(F)F)(F)F |r|